[OH-].C(CCCCC)[Zr+](CCCCCC)CCCCCC tri-n-hexylzirconium monohydroxide